Benzyl N-[2-[[[2-(2,6-dioxo-3-piperidyl)-1,3-dioxo-isoindolin-4-yl]amino]methyl]spiro[3.5]nonan-7-yl]-N-methyl-carbamate O=C1NC(CCC1N1C(C2=CC=CC(=C2C1=O)NCC1CC2(C1)CCC(CC2)N(C(OCC2=CC=CC=C2)=O)C)=O)=O